OC(COC(CCCCCCC\C=C\CCCCCCCC)=O)CO 2,3-dihydroxypropyl-(e)-octadec-9-enoate